tert-butyl 4-[[2-chloro-4-(trifluoromethyl)phenyl]methoxy]piperidine-1-carboxylate ClC1=C(C=CC(=C1)C(F)(F)F)COC1CCN(CC1)C(=O)OC(C)(C)C